rac-1-(3-((tert-butyldimethylsilyl)oxy)propyl)-4-(2-chloro-3-fluoro-6-((2-(trimethylsilyl)ethoxy)methoxy)phenyl)pyrrolidin-2-one [Si](C)(C)(C(C)(C)C)OCCCN1C(C[C@@H](C1)C1=C(C(=CC=C1OCOCC[Si](C)(C)C)F)Cl)=O |r|